C1(=CC=CC=C1)COC=1C=CC=2N(C1)N=CC2B2OC(C(O2)(C)C)(C)C 6-phenylmethoxy-3-(4,4,5,5-tetramethyl-1,3,2-dioxaborolan-2-yl)pyrazolo[1,5-a]pyridine